(7S)-2-(((1-((6-fluoropyridin-3-yl)methyl)-1H-pyrazol-4-yl)methyl)amino)-7-isopropyl-4,8-dimethyl-7,8-dihydropteridin-6(5H)-one FC1=CC=C(C=N1)CN1N=CC(=C1)CNC1=NC=2N([C@H](C(NC2C(=N1)C)=O)C(C)C)C